N-ethyl-6-(trifluoromethyl)nicotinamide C(C)NC(C1=CN=C(C=C1)C(F)(F)F)=O